NC1=C2C(=NC=N1)N(N=C2C#CC2=CC1=C(N(C(=N1)C)C)C(=C2Cl)F)[C@H]2C[C@@H](N(C2)C(C=C)=O)COC 1-[(2R,4S)-4-[4-amino-3-[2-(6-chloro-7-fluoro-1,2-dimethyl-1,3-benzodiazol-5-yl)ethynyl]Pyrazolo[3,4-d]Pyrimidin-1-yl]-2-(methoxymethyl)pyrrolidin-1-yl]Prop-2-en-1-one